pent-1-yl-3-(3-trifluoromethyl-benzyl)-urea C(CCCC)NC(=O)NCC1=CC(=CC=C1)C(F)(F)F